cetyl-3-(11-hydroxyundecyl)-2-methyl-imidazolinium zirconium [Zr+4].C(CCCCCCCCCCCCCCC)[NH+]1C(N(CC1)CCCCCCCCCCCO)C